6-Chloro-3-(2,4-difluoro-3-(methoxymethoxy)-5-(trifluoromethyl)phenyl)-1-(oxetan-3-yl)-1H-pyrazolo[4,3-c]pyridine ClC1=CC2=C(C=N1)C(=NN2C2COC2)C2=C(C(=C(C(=C2)C(F)(F)F)F)OCOC)F